ClC=1C(=C(C(=O)NCC)C=C(C1)Cl)NCC 3,5-dichloro-N-ethyl-2-ethylaminobenzamide